4,5-dimethylimidazole CC=1N=CNC1C